N,N-dibenzyl-2,2-dimethyl-propionamide C(C1=CC=CC=C1)N(C(C(C)(C)C)=O)CC1=CC=CC=C1